C1(CC1)C1=CC(=NN1CC(=O)N1CCC(CC1)C1=CC(=NC=C1)C(=O)NC1CCCC2=CC=CC=C12)C(F)F 4-[1-[2-[5-cyclopropyl-3-(difluoromethyl)pyrazol-1-yl]acetyl]-4-piperidinyl]-N-tetrahydronaphthalen-1-yl-pyridine-2-carboxamide